C(C)(C)(C)OC(N[C@H]1CN(CCC1)C(=O)C1=CC=2N(C=C1)C(=C(N2)C=2N(C1=CC=CC=C1C2Br)CC2CC2)C)=O (R)-(1-(2-(3-bromo-1-(cyclopropylmethyl)-1H-indol-2-yl)-3-methylimidazo[1,2-a]pyridine-7-carbonyl)piperidin-3-yl)carbamic acid tert-butyl ester